[N+](=O)([O-])C=1C=C(C=CC1)N1CCN2C1=CC1=C2N=CN=C1N 6-(3-nitrophenyl)-7,8-dihydro-6H-imidazo[2',3':5,1]pyrrolo[2,3-d]pyrimidin-4-amine